C(C)(C)(C)OC(=O)N1CC2(CC1)CCN(CC2)C=2C1=C(N=C(N2)C2=CC=NC=C2)C=NC=C1Br.FC1=CC(=C(C=C1)COC)OC 4-Fluoro-2-methoxy-1-(methoxymethyl)benzene tert-butyl-8-[5-bromo-2-(4-pyridyl)pyrido[3,4-d]pyrimidin-4-yl]-2,8-diazaspiro[4.5]decane-2-carboxylate